COC=1C=C(C=CC1CN1C(N(CC(C1)C)C1=CC(=C(C=C1)OC)OCCCCC)=O)C(C(=O)OCC)C(=O)OCC diethyl 2-(3-methoxy-4-((3-(4-methoxy-3-(pentyloxy)phenyl)-5-methyl-2-oxotetrahydropyrimidin-1(2H)-yl)methyl)phenyl)malonate